ClC=1C=C(C[C@H]2N(CCC2)C2=NC(=CC(N2)=O)N2CCOCC2)C=CC1Cl (S)-2-(2-(3,4-dichlorobenzyl)pyrrolidin-1-yl)-6-morpholinopyrimidin-4(3H)-one